ClC1=CC=C(COC2=C(C=C(C=C2)/C=C/C(=O)NC2(CCCCC2)C(=O)O)OC)C=C1 (E)-1-(3-(4-((4-chlorobenzyl)oxy)-3-methoxyphenyl)acrylamido)cyclohexane-1-carboxylic acid